C(C1=CC=CC=C1)OC(=O)N1CCC(CC1)C(=O)O 1-((benzyloxy)carbonyl)piperidine-4-carboxylic acid